C(C)(C)(C)N1CC=C(C=C1)NC(NCCC1=CC=CC=C1)=O N-tert.-Butyl-4-(2-phenylethylcarbamoylamino)pyridin